The molecule is a zwitterion obtained by transfer of a proton from the sulfate to the amino group of tyramine sulfate; major species at pH 7.3. It has a role as a human urinary metabolite and a human xenobiotic metabolite. It is a tautomer of a tyramine sulfate. C1=CC(=CC=C1CC[NH3+])OS(=O)(=O)[O-]